(1-(2-chloro-5-((1-methyl-1H-pyrazol-4-yl)ethynyl)pyridin-4-yl)pyrrolidin-3-yl)methanol ClC1=NC=C(C(=C1)N1CC(CC1)CO)C#CC=1C=NN(C1)C